S(=S)(=O)(OC(C)C)OC(C)C bis(isopropyl) thiosulfate